Cl.CC1(CCC1)N 1-methyl-cyclobutanamine hydrochloride